4-benzoyl-2,2,4-trimethyl-6-phenyl-5-hexynonitrile C(C1=CC=CC=C1)(=O)C(CC(C#N)(C)C)(C#CC1=CC=CC=C1)C